4-(3-fluoroazetidin-1-yl)-N-(quinolin-8-yl)picolinamide FC1CN(C1)C1=CC(=NC=C1)C(=O)NC=1C=CC=C2C=CC=NC12